CC1=CC=CC2=C1N=C(S2)C2=CC=C(C=C2)Br 4-methyl-2-(4-bromophenyl)benzothiazole